CN(C(=O)C1CCC(CC1)C(=O)OC)[C@H](C(F)(F)F)C1=CC=C(C=C1)NC=1C=NN(C1C(F)(F)F)C1=CC=NC=C1 methyl (1r,4r)-4-{methyl[(1S)-2,2,2-trifluoro-1-(4-{[1-(pyridin-4-yl)-5-(trifluoromethyl)-1H-pyrazol-4-yl]amino}phenyl)ethyl]carbamoyl}cyclohexane-1-carboxylate